O1N=C(C2=C1C=CC=C2)C2=C(C=CC=C2)C(CCC(C)([S@](=O)N)C)C2=NC(=CC(=C2F)[Si](C)(C)C)Br (S)-1-[2-(benz[d]isoxazol-3-yl)phenyl-2-[6-bromo-3-fluoro-4-(trimethylsilyl)pyridine-2-yl]ethyl]-2-methylpropane-2-sulfinamide